5-chloro-1-(2H3)methyl-1'-(2-{4-[3-(propane-2-sulfonyl)oxetan-3-yl]phenoxy}ethyl)-1,2-dihydrospiro[indole-3,4'-piperidin]-2-one ClC=1C=C2C(=CC1)N(C(C21CCN(CC1)CCOC1=CC=C(C=C1)C1(COC1)S(=O)(=O)C(C)C)=O)C([2H])([2H])[2H]